[4-[1-(3,3-difluoro-4-piperidinyl)azetidin-3-yl]-3-methyl-2-oxo-benzoimidazol-1-yl]piperidine-2,6-dione FC1(CNCCC1N1CC(C1)C1=CC=CC=2N(C(N(C21)C)=O)N2C(CCCC2=O)=O)F